5-(1-(4-((difluoromethyl)sulfonyl)benzyl)-4-hydroxypiperidin-4-yl)-2-(2,6-dioxopiperidin-3-yl)isoindoline-1,3-dione FC(S(=O)(=O)C1=CC=C(CN2CCC(CC2)(O)C=2C=C3C(N(C(C3=CC2)=O)C2C(NC(CC2)=O)=O)=O)C=C1)F